2-(9-ethyl-2-(3-methoxy-4-phenyl-1H-pyrazol-1-yl)-6-morpholino-9H-purin-8-yl)ethan C(C)N1C2=NC(=NC(=C2N=C1CC)N1CCOCC1)N1N=C(C(=C1)C1=CC=CC=C1)OC